3a,4,5,6,7,7a-hexahydro-1H-4,7-ethanoinden-6-yl methacrylate C(C(=C)C)(=O)OC1CC2C3C=CCC3C1CC2